(S)-2-(1-((5-((4-(3-((2-(1-hydroxyethyl)-1H-imidazol-1-yl)methyl)isoxazol-5-yl)phenyl)ethynyl)pyridin-2-yl)methyl)azetidin-3-yl)acetonitrile O[C@@H](C)C=1N(C=CN1)CC1=NOC(=C1)C1=CC=C(C=C1)C#CC=1C=CC(=NC1)CN1CC(C1)CC#N